C(C)OC=1C=C(C=CC1OC)C=1N(C=CCC1)CCS(=O)(=O)C (3-ethoxy-4-methoxyphenyl)-2-(methylsulfonyl)ethyl-1,4-dihydropyridine